methyl 2-bromo-6-(chlorosulfonyl)-3-fluorobenzoate BrC1=C(C(=O)OC)C(=CC=C1F)S(=O)(=O)Cl